m-hydroxybenzaldehyde sodium salt [Na].OC=1C=C(C=O)C=CC1